N-ethyl-2'-(1H-pyrrolo[2,3-b]pyridin-5-yl)-6',7'-dihydro-5'H-spiro[piperidine-4,4'-pyrazolo[1,5-a]pyridine]-1-carboxamide C(C)NC(=O)N1CCC2(C=3N(CCC2)N=C(C3)C=3C=C2C(=NC3)NC=C2)CC1